C1OCC12CN(C2)C2CC1(CC2)CCN(CC1)S(=O)(=O)C=1C=C(C#N)C=CC1 3-((2-(2-Oxa-6-azaspiro[3.3]heptan-6-yl)-8-azaspiro[4.5]decan-8-yl)sulfonyl)benzonitrile